2-chloro-4-(chloromethyl)-6-methylpyridine ClC1=NC(=CC(=C1)CCl)C